ClC=1C(=CC(=C(CNC2=CC=C3C(=N2)CN(C3=O)CCNC(C)=O)C1)F)F N-(2-(2-((5-chloro-2,4-difluorobenzyl)amino)-5-oxo-5,7-dihydro-6H-pyrrolo[3,4-b]pyridin-6-yl)ethyl)acetamide